CN(C)CC1=C(O[Na])C(=CC(=C1)CN(C)C)CN(C)C [2,4,6-tris((dimethylamino)methyl)phenoxy]-sodium